N-[1-(4-cyclopropanesulfonylpyridin-2-yl)propyl]-5-(6-ethoxypyrazin-2-yl)-4-methyl-1,3-thiazole-2-carboxamide C1(CC1)S(=O)(=O)C1=CC(=NC=C1)C(CC)NC(=O)C=1SC(=C(N1)C)C1=NC(=CN=C1)OCC